furo[3,4-d]pyrimidine N1=CN=CC=2C1=COC2